(2S)-2-amino-3-[(2S)-6-fluoro-3-oxo-4H-1,4-benzoxazin-2-yl]propanenitrile N[C@H](C#N)C[C@@H]1OC2=C(NC1=O)C=C(C=C2)F